6-hydroxy-1-benzothiophene-3-carboxylic acid methyl ester hydrochloride Cl.COC(=O)C1=CSC2=C1C=CC(=C2)O